ClC1=CC=C(S1)C(=O)NC=1OC(=NN1)C1=CC=CC=C1 5-chloro-N-(5-phenyl-1,3,4-oxadiazol-2-yl)thiophene-2-carboxamide